(S)-5-(((2-(7-((S)-2-amino-3-fluoropropyl)-3-methyl-8-oxo-5,6,7,8-tetrahydro-3H-imidazo[4,5-b][1,6]naphthyridin-2-yl)-1-(cyclopropylmethyl)-1H-indol-7-yl)oxy)methyl)oxazolidin-2-one N[C@@H](CN1C(C=2C=C3C(=NC2CC1)N(C(=N3)C=3N(C1=C(C=CC=C1C3)OC[C@@H]3CNC(O3)=O)CC3CC3)C)=O)CF